trishydroxysilicon O[Si](O)O